CC1=CC=C(C=C1)S(=O)(=O)[O-].CC1=C(C=C(C=C1)C)[I+]C1=C(C=CC(=C1)C)C bis(2,5-dimethylphenyl)iodonium p-toluenesulfonate